2-(2-chloro-4-iodoanilino)-N-(cyclopropylmethoxy)-3,4-difluorobenzamide ClC1=C(NC2=C(C(=O)NOCC3CC3)C=CC(=C2F)F)C=CC(=C1)I